1-{3-cyclopropyl-2-fluoro-5-[(2R)-2-methylmorpholin-4-yl]phenyl}-3-[(1-ethyl-1H-pyrazol-4-yl)methyl]-5-methylpyridin-2(1H)-one C1(CC1)C=1C(=C(C=C(C1)N1C[C@H](OCC1)C)N1C(C(=CC(=C1)C)CC=1C=NN(C1)CC)=O)F